2-(3-Fluorophenyl)-N-[(2S,3S)-3-hydroxybutan-2-yl]-3-oxo-6-[2-(trifluoromethyl)pyrimidin-5-yl]-2,3-dihydropyridazine-4-carboxamide FC=1C=C(C=CC1)N1N=C(C=C(C1=O)C(=O)N[C@@H](C)[C@H](C)O)C=1C=NC(=NC1)C(F)(F)F